tert-butyl 2-{[(1S)-5-[2-(2-aminopyridin-3-yl)-5-(pyrazol-1-yl)imidazo[4,5-b]pyridin-3-yl]-2,3-dihydro-1H-inden-1-yl]amino}-6-azaspiro[3.4]octane-6-carboxylate NC1=NC=CC=C1C1=NC=2C(=NC(=CC2)N2N=CC=C2)N1C=1C=C2CC[C@@H](C2=CC1)NC1CC2(C1)CN(CC2)C(=O)OC(C)(C)C